[N+](=[N-])=CC(CC[C@@H](C(=O)OCCN)NC([C@H](C)OC)=O)=O 2-aminoethyl (S)-6-diazo-2-((S)-2-methoxypropanamido)-5-oxohexanoate